CC=1C(=NC=C(C1)C)N1CCN(CC1)C(=O)C1=CC=C(C=C1)[C@@]1(C(NC(C1)=O)=O)CC (R)-3-{4-[4-(3,5-dimethylpyridin-2-yl)piperazine-1-carbonyl]phenyl}-3-ethylpyrrolidine-2,5-dione